(2S,4S)-4-fluoro-1-[2-[4-(4-isoquinolylamino)-1-piperidyl]acetyl]pyrrolidine-2-carbonitrile F[C@H]1C[C@H](N(C1)C(CN1CCC(CC1)NC1=CN=CC2=CC=CC=C12)=O)C#N